[N+](=O)([O-])C1=C(C(=O)C2=CC=CC=C2)C=CC(=C1Cl)[N+](=O)[O-] 2,4-dinitro-chlorobenzophenone